BrC=1C(=NC=CC1Cl)NN 3-bromo-4-chloro-2-hydrazinylpyridine